ClCO[C@H]1CC[C@H](CC1)C1=CC=CC=C1 ((CIS)-4-(chloromethoxy)cyclohexyl)benzene